[Pd](Cl)Cl.C1(=CC=CC=C1)P([C-]1C=CC=C1)C1=CC=CC=C1.[C-]1(C=CC=C1)P(C1=CC=CC=C1)C1=CC=CC=C1.[Fe+2] 1,1'-di(diphenyl-phosphino)ferrocene palladium dichloride